NC=1N=C(C2=C(C=NN(C2=O)CC2=CC(=C(C=C2)CN2CCCC2)F)N1)NCCCC 2-amino-4-(butylamino)-6-(3-fluoro-4-(pyrrolidin-1-ylmethyl)benzyl)pyrimido[4,5-d]pyridazin-5(6H)-one